COC=1C=CC2=C([N+](=NC=3C=C(C=CC23)OC)[O-])C1 3,8-Dimethoxybenzo[c]cinnoline-5-oxide